Phenylbis(2,4,6-trimethyl-benzoyl)phosphine Oxide C1(=CC=CC=C1)P(C(C1=C(C=C(C=C1C)C)C)=O)(C(C1=C(C=C(C=C1C)C)C)=O)=O